1,2-trans-dimethylaminocyclohexane CN[C@H]1[C@@H](CCCC1)NC